C(C)(=O)NCC1=CC(=C(C=C1)[C@H](C(F)(F)F)OC1=CC(=NC(=N1)N)N1CCC2(C[C@H](NC2)C(=O)OCC)CC1)N1N=C(C=C1)C (S)-ethyl 8-(6-((R)-1-(4-(acetamidomethyl)-2-(3-methyl-1H-pyrazol-1-yl)phenyl)-2,2,2-trifluoroethoxy)-2-aminopyrimidin-4-yl)-2,8-diazaspiro[4.5]decane-3-carboxylate